1-((R)-2-(benzofuran-5-carboxamido)-3-cyclohexylpropanoyl)-4-(5-(2-hydroxypropan-2-yl)-1H-1,2,3-triazol-1-yl)pyrrolidine-2-carboxamide O1C=CC2=C1C=CC(=C2)C(=O)N[C@@H](C(=O)N2C(CC(C2)N2N=NC=C2C(C)(C)O)C(=O)N)CC2CCCCC2